5-((2-(4-Acetylphenoxy)-N-isopropylacetamido)methyl)pyrazolo[1,5-a]pyridine-3-carboxamide C(C)(=O)C1=CC=C(OCC(=O)N(C(C)C)CC2=CC=3N(C=C2)N=CC3C(=O)N)C=C1